ClC1=CC(=C(C=C1)C1(OC2=C(O1)C=CC=C2CC2CCN(CC2)CC2=NC1=C(N2CC2=CN=CN2CC)C=C(C=C1)C(=O)O)C)F 2-[(4-{[2-(4-chloro-2-fluorophenyl)-2-methyl-2H-1,3-benzodioxol-4-yl]methyl}piperidin-1-yl)methyl]-1-[(1-ethyl-1H-imidazol-5-yl)methyl]-1H-1,3-benzodiazole-6-carboxylic acid